N1C=C(C2=CC=CC=C12)S(=O)(=O)O 3-indolesulfonic acid